FC1=C(C=C(C(=C1)F)F)CC(=O)Cl 2,4,5-trifluorophenylacetyl chloride